ClC1=C2C(C(NC2=CC=C1)=O)=O 4-chloro-2,3-dihydro-1H-indole-2,3-dione